COC=1C=C(C=C(C1[C@H]1[C@@H](CCC(=C1)C)C(=C)C)O)O (1'R,2'R)-6-methoxy-5'-methyl-2'-(prop-1-en-2-yl)-1',2',3',4'-tetrahydro-[1,1'-biphenyl]-2,4-diol